The molecule is conjugate base of prostaglandin E1. It has a role as a human metabolite. It is a conjugate base of a prostaglandin E1. CCCCC[C@@H](/C=C/[C@H]1[C@@H](CC(=O)[C@@H]1CCCCCCC(=O)[O-])O)O